(R)-4-methyl-5-(3-morpholino-5-((tetrahydrofuran-3-yl)oxy)phenyl)thiazol-2-amine CC=1N=C(SC1C1=CC(=CC(=C1)O[C@H]1COCC1)N1CCOCC1)N